6-[2-[(2S)-2-methylazetidin-1-yl]-6,7-dihydro-5H-cyclopenta[d]pyrimidin-4-yl]-1H-quinazoline-2,4-dione C[C@@H]1N(CC1)C=1N=C(C2=C(N1)CCC2)C=2C=C1C(NC(NC1=CC2)=O)=O